CC(CC(=O)OC(CCCC)C1=C(C(=O)O)C=CC=C1)C 2-(1-((3-methylbutyryl)oxy)pentyl)benzoic acid